[K+].FCCC(C(=O)[O-])C(=O)[O-].COC1=CC=C(C=N1)C=1OC=C(N1)C(=O)NC=1C=C2C(=NC1N1CCCCC1)N=C(S2)N2CCOCC2.[K+] 2-(6-methoxypyridin-3-yl)-N-(2-morpholino-5-(piperidin-1-yl)thiazolo[4,5-b]Pyridin-6-yl)oxazole-4-carboxamide fluoroethyl-malonate potassium salt